3-[(3-chloro-2-methoxyphenyl)amino]-2-{2-[(3-methyl-1,2-oxazol-5-yl)amino]pyridin-4-yl}-5H,6H,7H-pyrazolo[1,5-a]pyrazin-4-one ClC=1C(=C(C=CC1)NC=1C(=NN2C1C(NCC2)=O)C2=CC(=NC=C2)NC2=CC(=NO2)C)OC